C1(=CC=CC=CC1)[Sn] (Cycloheptatrienyl)tin